C[C@H]1CN(CCN1C=1C2=C(N=CN1)N(C=C2C2=CC=CC=C2)C=2C=NN(C2)C)C(=O)OC(C(F)(F)F)(C)C 1,1,1-Trifluoro-2-methylpropan-2-yl (S)-3-methyl-4-(7-(1-methyl-1H-pyrazol-4-yl)-5-phenyl-7H-pyrrolo[2,3-d]pyrimidin-4-yl)piperazine-1-carboxylate